NC=1C(=C(C=NC1)C(=O)O)C(=O)O 5-aminopyridine-3,4-dicarboxylic acid